(1R*,3R*,4R*)-3-azido-1-(5-(5-bromopyrimidin-2-yl)-2-fluorobenzyl)-4-hydroxycyclopentane-1-carboxylic acid ethyl ester C(C)OC(=O)[C@@]1(C[C@H]([C@@H](C1)O)N=[N+]=[N-])CC1=C(C=CC(=C1)C1=NC=C(C=N1)Br)F |o1:5,7,8|